3-(5-cyano-3-pyridinyl)isoxazolidine-2-carboxylic acid tert-butyl ester C(C)(C)(C)OC(=O)N1OCCC1C=1C=NC=C(C1)C#N